COC1=NC=C(C2=C1C=NN2CC=2SC(=CC2)C2=CC=CC=C2)C(=O)O 4-methoxy-1-((5-phenylthiophen-2-yl)methyl)-1H-pyrazolo[4,3-c]pyridine-7-carboxylic acid